(S)-1-[(S)-1-({4-[(o-Chlorophenoxy)methyl]-1-piperidyl}carbonyl)-3-methylbutyl]-3-isobutyl-2-piperazinone ClC1=C(OCC2CCN(CC2)C(=O)[C@H](CC(C)C)N2C([C@@H](NCC2)CC(C)C)=O)C=CC=C1